CC(C(=O)OCCCCCCCCCCCCCCCCCC)=C octadecyl (methyl)acrylate